C(#N)C1=C2C=C(NC2=CC=C1)C(=O)O 4-cyano-1H-indole-2-carboxylic acid